NC1(CC2=CC=CC=C2C1)C(=O)O (+-)-2-aminoindan-2-carboxylic acid